C(=C)C1=CC=C(C=C1)S(=O)(=O)[O-].[NH4+] ammonium p-vinylbenzenesulfonate salt